FC1=CC=C(C(=O)NC2(CC2)C2=NC=3CCCC(C3C=C2)OC=2C=NC(=CC2)F)C=C1 4-fluoro-N-(1-(5-((6-fluoropyridin-3-yl)oxy)-5,6,7,8-tetrahydroquinolin-2-yl)cyclopropyL)benzamide